[Mo](Br)(Br)(Br)(Br)(Br)Br Molybdenum hexabromide